5-(2-ethoxyethoxy)pentan C(C)OCCOCCCCC